FC1(CCN(CC1)S(=O)(=O)C1=CC=CC=C1)CN[C@H]1[C@@H](C1)C1=CC=CC=C1 ((4-fluoro-1-(phenylsulfonyl)piperidin-4-yl)methyl)-trans-2-phenylcyclopropylamine